CN1N=CC(=C1OCCNC(OC(C)(C)C)=O)C=1C=C2C(=CN1)N(N=C2C#C[Si](C(C)C)(C(C)C)C(C)C)C2OCCCC2 tert-butyl N-[2-[2-methyl-4-[1-tetrahydropyran-2-yl-3-(2-triisopropylsilylethynyl)-1H-pyrazolo[3,4-c]pyridin-5-yl]pyrazol-3-yl]oxyethyl]carbamate